titanium-tin-tantalum [Ta].[Sn].[Ti]